[3-amino-1-(5-{[2-chloro-6-(trifluoromethyl)phenyl]methoxy}pyrimidin-2-yl)pyrrolidin-3-yl]methanol NC1(CN(CC1)C1=NC=C(C=N1)OCC1=C(C=CC=C1C(F)(F)F)Cl)CO